N-{4-[(2,4-diamino-6-pteridinylmethyl)methylamino]-benzoyl}-L-glutamic acid NC1=NC2=NC=C(N=C2C(=N1)N)CN(C1=CC=C(C(=O)N[C@@H](CCC(=O)O)C(=O)O)C=C1)C